6-(4-tert-butyl-5-chloro-2-methyl-phenyl)-2-methyl-3-methylsulfonyl-1H-pyridin-4-one C(C)(C)(C)C1=CC(=C(C=C1Cl)C1=CC(C(=C(N1)C)S(=O)(=O)C)=O)C